5-bromo-2-(1-hydroxyethyl)-thiophene-3-carbonitrile BrC1=CC(=C(S1)C(C)O)C#N